methyl-6-nitroquinolin-2(1H)-one CN1C(C=CC2=CC(=CC=C12)[N+](=O)[O-])=O